C1(CCCC1)NC1=NC(=NN2C1=NC=C2[C@@H]2O[C@@H]([C@H]([C@H]2O)O)CO)C#N 4-(Cyclopentylamino)-7-[(2S,3R,4S,5R)-3,4-dihydroxy-5-(hydroxymethyl)oxolan-2-yl]imidazo[2,1-f][1,2,4]triazine-2-carbonitrile